(S)-(3-aminopyrrolidin-1-yl)(5-(3-fluoro-4-(1-(2-methoxy-2-methylpropyl)piperidin-4-yl)phenyl)-3-methylthiophen-2-yl)methanone N[C@@H]1CN(CC1)C(=O)C=1SC(=CC1C)C1=CC(=C(C=C1)C1CCN(CC1)CC(C)(C)OC)F